2-(4-(3-isopropyl-2-(7-methyl-[1,2,4]triazolo[4,3-a]pyridin-6-yl)-1H-indol-5-yl)piperidin-1-yl)-N,N-dimethylacetamide C(C)(C)C1=C(NC2=CC=C(C=C12)C1CCN(CC1)CC(=O)N(C)C)C=1C(=CC=2N(C1)C=NN2)C